ClC1=CC=C2CN3CCC4=C(C=CC=C4OCCCCOC4=CC=CC(N(CC5=C(N(C(C2=C1)=C5)C)C)C5=CC=C(C=C5)O)=C4)C3 6-Chloro-14-(4-hydroxyphenyl)-10,11-dimethyl-20,25-dioxa-1,10,14-triazahexacyclo[28.3.1.1~9,12~.1~15,19~.0~3,8~.0~26,31~]hexatriaconta-3,5,7,9(36),11,15(35),16,18,26,28,30-undecaene